CN1C(C(=CC2=C(C=C(C=C12)C1CCN(CC1)C(=O)OC(C)(C)C)OS(=O)(=O)C(F)(F)F)C)=O tert-butyl 4-(1,3-dimethyl-2-oxo-5-(((trifluoromethyl)sulfonyl)oxy)-1,2-dihydroquinolin-7-yl)piperidine-1-carboxylate